rac-cis-1-(3-chlorophenethyl)-3-((4-(methylsulfonyl)phenoxy)methyl)piperidin-4-ol ClC=1C=C(CCN2C[C@H]([C@H](CC2)O)COC2=CC=C(C=C2)S(=O)(=O)C)C=CC1 |r|